1-ethyl-3-methylimidazolium diammonium [NH4+].[NH4+].C(C)N1C=[N+](C=C1)C